N[C@](C=1C=C2C(=CC(N(C2=CC1)C)=O)C1=CC(=CC=C1)Cl)(C1=CN=CN1C)C1=CC=C(C=C1)Cl |r| (±)-6-[amino(4-chlorophenyl)(1-methyl-1H-imidazol-5-yl)methyl]-4-(3-chlorophenyl)-1-methyl-2(1H)quinolinone